N-(2-chloroethyl)pyrrolidine-2-one ClCCN1C(CCC1)=O